C(CCC)C1(CS(C2=C(N(C1)C1=CC=C(C=C1)NS(=O)(=O)C1CC1)C=C(C(=C2)O/C=C/C(=O)O)SC)(=O)=O)CCCC (E)-3-((3,3-dibutyl-5-(4-(cyclopropanesulfonylamino)phenyl)-7-(methylsulfanyl)-1,1-dioxido-2,3,4,5-tetrahydro-1,5-benzothiazepin-8-yl)oxy)acrylic acid